C(C)(C)(C)N(C(C=C)=O)CC=CC=1C=CC=2N=CN=C(C2N1)NC1=CC(=C(C=C1)OC1=CC2=C(N(C=N2)C)C=C1)C N-(tert-butyl)-N-(3-(4-((3-methyl-4-((1-methyl-1H-benzo[d]imidazol-5-yl)oxy)phenyl)amino)pyrido[3,2-d]pyrimidin-6-yl)allyl)acrylamide